C1(CC1)[C@H](C)C1=C(C=2CCC2C=C1)N (S)-3-(1-cyclopropylethyl)bicyclo[4.2.0]oct-1(6),2,4-trien-2-amine